FC1(CCC1)CNC=1N=CC2=C(N1)NC=C2C=2C=CC=1N(C2)C=CN1 N-((1-fluorocyclobutyl)methyl)-5-(imidazo[1,2-a]pyridin-6-yl)-7H-pyrrolo[2,3-d]pyrimidin-2-amine